n-butyl-methylchlorosilane C(CCC)[SiH](Cl)C